6-(5-{[3-(dimethylcarbamoyl)cyclohexyl]carbamoyl}-6-methoxypyridin-3-yl)-N-methyl-1H-indazole-3-carboxamide CN(C(=O)C1CC(CCC1)NC(=O)C=1C=C(C=NC1OC)C1=CC=C2C(=NNC2=C1)C(=O)NC)C